Cl.C(C)NC(C1=CNC(C2=CC=CC=C12)=O)C1=CC=CC=C1 4-((ethylamino)(phenyl)methyl)isoquinolin-1(2H)-one hydrochloride